N-(2-hydroxyethyl)-2-(2-((6-(pyridin-4-yl)benzo-[d]thiazol-2-yl)amino)-pyridin-4-yl)acetamide OCCNC(CC1=CC(=NC=C1)NC=1SC2=C(N1)C=CC(=C2)C2=CC=NC=C2)=O